N1C=C(C2=CC=CC=C12)CCC1N(CCC2=CC(=C(C=C12)OC)OC)C(=O)C1=CC=NC=C1 1-(2-(1H-indol-3-yl)ethyl)-6,7-dimethoxy-3,4-dihydroisoquinoline-2(1H)-yl(pyridin-4-yl)methanone